C(C)C=1C(NC2=CC(=CN=C2C1)CN1CCN(CC1)C(=O)C1C(CCC1)=O)=O 3-ethyl-7-({4-[(2-oxocyclopentyl)carbonyl]-1-piperazinyl}methyl)-1,5-diaza-2(1H)-naphthalenone